2-(4-(1-(1-acryloylpyrrolidin-3-yl)-5-aminoimidazo[1,5-c]pyrimidin-3-yl)-2-chlorophenoxy)isonicotinic acid C(C=C)(=O)N1CC(CC1)C=1N=C(N2C(=NC=CC21)N)C2=CC(=C(OC=1C=C(C(=O)O)C=CN1)C=C2)Cl